(R)-3-((7-Ethyl-6-oxo-5,6-dihydro-1,5-naphthyridin-3-yl)methyl)-N-methyl-2,3,4,4a,5,6-hexahydro-1H-pyrazino[1,2-a]pyrido[2,3-e]pyrazine-8-carboxamide C(C)C=1C(NC=2C=C(C=NC2C1)CN1C[C@@H]2N(C3=C(NC2)N=C(C=C3)C(=O)NC)CC1)=O